1-[3-(triisopropylsilyl)phenyl]-1-phenylethene C(C)(C)[Si](C=1C=C(C=CC1)C(=C)C1=CC=CC=C1)(C(C)C)C(C)C